N1-(4-amino-1,3-dihydrofuro[3,4-c]pyridin-7-yl)-N2-(benzo[d]thiazol-5-ylmethyl)-N2-(1-(pyridazin-3-yl)ethyl)oxalamide NC1=NC=C(C2=C1COC2)NC(C(=O)N(C(C)C=2N=NC=CC2)CC=2C=CC1=C(N=CS1)C2)=O